FC=1C=C(C=C(C1C)F)N1CCC=2C=C(N=CC2C1)C(=O)O 7-(3,5-difluoro-4-methylphenyl)-5,6,7,8-tetrahydro-2,7-naphthyridine-3-carboxylic acid